tert-butyl-(2-((2S,4R)-2-(((tert-butyldimethylsilyl)oxy)methyl)-4-hydroxypyrrolidine-1-carbonyl)-5-((tert-butyldiphenylsilyl)oxy)-4-methoxyphenyl) carbamate C(N)(OC1=C(C(=C(C(=C1)O[Si](C1=CC=CC=C1)(C1=CC=CC=C1)C(C)(C)C)OC)C(C)(C)C)C(=O)N1[C@@H](C[C@H](C1)O)CO[Si](C)(C)C(C)(C)C)=O